FC1=CC=NC(=C1)N 4-fluoro-6-amino-pyridin